NC=1SC2=C(C1C(=O)[O-])CCC1(OCCO1)C2 2-amino-4,7-dihydro-5H-spiro[1-benzothiophene-6,2'-[1,3]dioxolan]-3-carboxylate